IC[C@H]1OC(C[C@@H]1O)OC (2S,3S)-2-(iodomethyl)-5-methoxyoxolane-3-ol